(S)-8-((4-(Difluoromethoxy)phenyl)sulfonyl)-3-((R)-2-oxa-7-azaspiro[4.4]nonan-7-yl)-1-oxa-8-azaspiro[4.5]decane FC(OC1=CC=C(C=C1)S(=O)(=O)N1CCC2(C[C@@H](CO2)N2C[C@]3(CCOC3)CC2)CC1)F